acetic acid (3e,8z,11z)-tetradecatrien-1-yl ester C(=C\C=C\C=CCCCCCCCC)OC(C)=O